mercaptobenzothiazole Helium [He].SC=1SC2=C(N1)C=CC=C2